NC1=NN=C(S1)C1=CC=C(C=C1)NC1=C(C=NC=C1)C1=CC=C(C=C1)OC N-[4-(5-amino-1,3,4-thiadiazol-2-yl)phenyl]-3-(4-methoxy-phenyl)pyridin-4-amine